3-((((2R,3'R,4'S,5'S,6'R)-3',5'-dihydroxy-6'-(hydroxymethyl)-6-methoxy-3',4',5',6'-tetrahydrospiro[chromane-2,2'-pyran]-4'-yl)oxy)methyl)-5,6-difluoro-2H-chromen-2-one O[C@H]1[C@]2(O[C@@H]([C@@H]([C@@H]1OCC=1C(OC3=CC=C(C(=C3C1)F)F)=O)O)CO)OC1=CC=C(C=C1CC2)OC